3-[3-[(E)-3-(4-Tert-butylphenyl)-3-oxoprop-1-enyl]phenoxy]propanoic acid C(C)(C)(C)C1=CC=C(C=C1)C(/C=C/C=1C=C(OCCC(=O)O)C=CC1)=O